C(CC1=CC=CC=C1)C1(CCN(CC1)CC1=CC2=C(NC(OC2)=O)C=C1)C(C1=CC=CC=C1)OC1=CC=CC=C1 6-((4-phenethyl-4-(phenoxy(phenyl)methyl)piperidin-1-yl)methyl)-1H-benzo[d][1,3]oxazin-2(4H)-one